tert-butyl (2S)-4-[7-bromo-6-chloro-2-(2,2-dimethoxyethoxy)-8-fluoro-quinazolin-4-yl]-2-(cyanomethyl)piperazine-1-carboxylate BrC1=C(C=C2C(=NC(=NC2=C1F)OCC(OC)OC)N1C[C@@H](N(CC1)C(=O)OC(C)(C)C)CC#N)Cl